(S)-tert-butyl 7-(4-((2-acetamidoethyl) (3-(((benzyloxy)carbonyl)amino)-4-methoxy-4-oxobutyl)amino)butyl)-3,4-dihydro-1,8-naphthyridine-1(2H)-carboxylate C(C)(=O)NCCN(CCCCC1=CC=C2CCCN(C2=N1)C(=O)OC(C)(C)C)CC[C@@H](C(=O)OC)NC(=O)OCC1=CC=CC=C1